CC=1OC(=CC1C(=O)NC1=NC(=NS1)CN1CCN(CC1)C)C1=CC(=CC=C1)OC(F)F 2-methyl-5-(3-(difluoromethoxy)phenyl)-N-(3-((4-methylpiperazin-1-yl)methyl)-1,2,4-thiadiazol-5-yl)furan-3-carboxamide